7-chloro-3-((8-methoxy-2-(6-methoxy-2-methylpyridin-3-yl)-2,3-dihydrobenzo[b][1,4]dioxin-6-yl)methyl)imidazo[1,2-b]pyridazine ClC1=CC=2N(N=C1)C(=CN2)CC2=CC1=C(OC(CO1)C=1C(=NC(=CC1)OC)C)C(=C2)OC